10-ethoxy-8-(morpholinomethyl)-2,3,4,6-tetrahydrobenzo[H][1,6]naphthyridine-5(1H)-one dihydrochloride dihydrate O.O.Cl.Cl.C(C)OC1=CC(=CC=2NC(C=3CCCNC3C21)=O)CN2CCOCC2